N-(1-isopropyl-7'-(trifluoromethyl)spiro[azetidine-3,4'-chromeno[4,3-d]thiazol]-2'-yl)-4,6-dimethoxypyrimidine-5-carboxamide C(C)(C)N1CC2(OC=3C=C(C=CC3C=3N=C(SC32)NC(=O)C=3C(=NC=NC3OC)OC)C(F)(F)F)C1